{9-chloro-10-methoxybicyclo[5.4.0]undeca-1(7),8,10-trien-8-yl}methanol ClC1=C(C=2CCCCCC2C=C1OC)CO